C(C)(C)(C)OC(NC1CC(C1)C#N)=O ((1r,3r)-3-cyanocyclobutyl)carbamic acid tert-butyl ester